((7aR,8R,10R,10aR)-10-(4-aminopyrrolo[2,1-f][1,2,4]triazin-7-yl)-10-cyano-2,6-dioxooctahydro-2H-furo[3,4-b][1,4]dioxonin-8-yl)methyl (2-morpholinoethyl) carbonate C(OC[C@H]1O[C@@]([C@@H]2OC(CCCC(O[C@@H]21)=O)=O)(C#N)C2=CC=C1C(=NC=NN12)N)(OCCN1CCOCC1)=O